COC1=CC=C(C=C1)C1=NC2=CC=CC=C2C=C1 2-(4-methoxyphenyl)quinolin